5-((2-fluorobenzyl)oxy)-N-(1-(hydroxymethyl)cyclobutyl)-2-methylbenzofuran-3-carboxamide FC1=C(COC=2C=CC3=C(C(=C(O3)C)C(=O)NC3(CCC3)CO)C2)C=CC=C1